amino-3-methyl-4-(pyridin-4-yl)-1H-pyrrole-2-carboxylic acid ethyl ester C(C)OC(=O)C=1N(C=C(C1C)C1=CC=NC=C1)N